4-(4-bromophenyl)tetrahydro-2H-pyran-4-carboxylic acid BrC1=CC=C(C=C1)C1(CCOCC1)C(=O)O